C(C)(C)(C)OOC(C)C t-butylisopropyl peroxide